4-(4,4-difluoropiperidin-1-yl)-N-(4-((2-hydroxyethyl)sulfonamido)-2-(6-azaspiro[2.5]octan-6-yl)phenyl)-6-methylpyrimidine-2-carboxamide FC1(CCN(CC1)C1=NC(=NC(=C1)C)C(=O)NC1=C(C=C(C=C1)NS(=O)(=O)CCO)N1CCC2(CC2)CC1)F